6-[3-carbomethoxy-4-(trifluoromethoxy)benzyl]-2-azaspiro[3.3]heptane-2-carboxylic acid tert-butyl ester C(C)(C)(C)OC(=O)N1CC2(C1)CC(C2)CC2=CC(=C(C=C2)OC(F)(F)F)C(=O)OC